ClC=1C=C(OCC(=O)NCCNC(OC(C)(C)C)=O)C=CC1Cl tert-butyl (2-(2-(3,4-dichlorophenoxy)acetamido)ethyl)carbamate